C(C=C)(=O)OCCN(C)C β-dimethylaminoethyl acrylate